ClC(OC1=CC=C(C=C1)NC(C1=CN=C(C(=C1)C1=NNC=C1)N1CCN(CC1)CC1CCN(CC1)C1=C2C(N(C(C2=CC=C1)=O)N1C(NC(CC1)=O)=O)=O)=O)(F)F N-(4-(chlorodifluoromethoxy)phenyl)-6-(4-((1-(2-(2,4-dioxotetrahydropyrimidin-1(2H)-yl)-1,3-dioxoisoindolin-4-yl)piperidin-4-yl)methyl)piperazin-1-yl)-5-(1H-pyrazol-3-yl)nicotinamide